BrC[Si]1(OCCSCCO1)C 2-bromomethyl-2-methyl-1,3-dioxa-6-thia-2-silacyclooctane